hexafluoro-3-(2,2,2-trifluoroethoxy)propane FC(C(C(F)(F)F)(F)F)OCC(F)(F)F